1-{4-[2-(cyclopropylmethoxy)ethyl]phenoxy}-3-(propan-2-ylamino)propan-2-ol C1(CC1)COCCC1=CC=C(OCC(CNC(C)C)O)C=C1